2-cyclobutyl-N-(5-(6-(4-(N-(2-(dimethylamino)ethyl)-N-methylsulfamoyl)-3-methoxyphenyl)pyrazin-2-yl)thiophen-3-yl)acetamide C1(CCC1)CC(=O)NC1=CSC(=C1)C1=NC(=CN=C1)C1=CC(=C(C=C1)S(N(C)CCN(C)C)(=O)=O)OC